OCC(C)(C)N1N=CC(=C1)S(=O)(=O)N(CC1=CC=C(C=C1)OC)CC1=CC=C(C=C1)OC 1-(1-hydroxy-2-methylpropan-2-yl)-N,N-bis(4-methoxybenzyl)-1H-pyrazole-4-sulfonamide